CN=S(=O)(C)C=1C=C(C=CC1)NC(=O)C1=C(N=NC(=C1)C(F)(F)F)OC1=C(C=C(C=C1)OCF)F N-(3-(N,S-dimethylsulfonimidoyl)phenyl)-3-(2-fluoro-4-(fluoromethoxy)phenoxy)-6-(trifluoromethyl)pyridazine-4-carboxamide